Cl.NCCCCCCNC(=O)C1=C(C=C(C=C1)NC(=O)C=1N(C(=CN1)C=1C(=NN(C1)C1CC1)C(F)(F)F)C)Cl N-(4-((6-aminohexyl)carbamoyl)-3-chlorophenyl)-5-(1-cyclopropyl-3-(trifluoromethyl)-1H-pyrazol-4-yl)-1-methyl-1H-imidazole-2-carboxamide hydrochloride